calcium hydroxyquinoline OC1=NC2=CC=CC=C2C=C1.[Ca]